Cl.N[C@H](C(=O)OCC)C (S)-ethyl 2-aminopropionate hydrogen chloride salt